Cl.NC/C(/CN1N=CN(C1=O)CC1=CC=C(S1)C1=NC=CC=C1S(=O)(=O)NC(C)(C)C)=C\F [5-(1-[(2E)-2-(aminomethyl)-3-fluoroprop-2-en-1-yl]-5-oxo-1,5-dihydro-4H-1,2,4-triazol-4-ylmethyl)thiophen-2-yl]-N-tert-butylpyridine-3-sulfonamide hydrochloride